C(C)(=O)N1C(CC2(CN(CN2)CCCCCCCCCCCC)CC1(C)C)(C)C 8-acetyl-3-dodecyl-7,7,9,9-tetramethyl-1,3,8-triazaspiro-(4.5)-decane